ClC=1C=C(C=2C(N1)=NN(C2)C2COC2)CN2CCCC2 6-chloro-2-(oxetan-3-yl)-4-(pyrrolidin-1-ylmethyl)-2H-pyrazolo[3,4-b]pyridine